5-(2-cyclopropyloxypyridin-3-yl)-1-isopropyl-N-((2-methoxypyridin-3-yl)methyl)-3-methyl-1H-pyrazolo[4,3-b]pyridin-7-amine C1(CC1)OC1=NC=CC=C1C1=CC(=C2C(=N1)C(=NN2C(C)C)C)NCC=2C(=NC=CC2)OC